N1(N=CC=C1)C1=CC=C(C=N1)C(NC(CCCC)=O)C1=CC(=C2C=CC=NC2=C1O)[N+](=O)[O-] N-{[6-(1H-pyrazol-1-yl)pyridin-3-yl](8-hydroxy-5-nitroquinolin-7-yl)methyl}pentanamide